FC1=CC=C2C=C(NC2=C1)C(=O)N(C1=NN(C=C1)C)CCOC 6-fluoro-N-(2-methoxyethyl)-N-(1-methyl-1H-pyrazol-3-yl)-1H-indole-2-carboxamide